[Na+].ClC1=C(C(C(=O)[O-])=CC=C1Cl)C(=O)O 3,4-dichlorophthalic acid monosodium salt